1-(3-(triethoxysilyl)propyl)-4,5-dihydro-1H-imidazole C(C)O[Si](CCCN1C=NCC1)(OCC)OCC